iodo((2H3)methyl)magnesium I[Mg]C([2H])([2H])[2H]